[Cl-].C(CCCCCCCCCCCCC)C[N+](C)(C)CCC myristyl-propyl-trimethyl-ammonium chloride